3-isooctyltriethoxysilane 2-methyl-4,6-di-tert-butylphenyl-3,5-di-tert-butyl-4-hydroxybenzoate CC1=C(C(=CC(=C1)C(C)(C)C)C(C)(C)C)OC(C1=CC(=C(C(=C1)C(C)(C)C)O)C(C)(C)C)=O.CCC(CCC(C)C)[Si](OCC)(OCC)OCC